FC(C(=O)O)(F)F.O1CCNCC[C@H]1CC(=O)OC (S)-Methyl 2-(1,4-oxazepan-7-yl)acetate, trifluoroacetic acid salt